2-fluoro-N-[2-(2-fluoro-4-pyridyl)thieno[3,2-c]pyridin-4-yl]-N-[(3R)-3-piperidyl]-4-(triazolo[4,5-b]pyridin-3-yl)benzamide FC1=C(C(=O)N([C@H]2CNCCC2)C2=NC=CC3=C2C=C(S3)C3=CC(=NC=C3)F)C=CC(=C1)N1N=NC=3C1=NC=CC3